COC=1C=NC(=NC1)C=1N=NN(C1COC1OCCCC1)C 5-methoxy-2-(1-methyl-5-(((tetrahydro-2H-pyran-2-yl)oxy)methyl)-1H-1,2,3-triazole-4-yl)pyrimidine